BrC1=C(C=CC=C1)C1(CCC(CC1)=O)C#N 1-(2-bromophenyl)-4-oxocyclohexane-1-carbonitrile